2-fluoro-3-(3,3,3-trifluoroprop-1-en-2-yl)phenol FC1=C(C=CC=C1C(=C)C(F)(F)F)O